C1(CCCCC1)N1C2=CC=CC=C2C=2C=CC=CC12 N-cyclohexylcarbazole